4-((4-bromophenyl)(1-(4-(3-bromophenyl)thiazol-2-yl)-5-hydroxy-3-methyl-1H-pyrazol-4-yl)methyl)-3-methyl-1-(pyridin-4-yl)-1H-pyrazin-5-ol BrC1=CC=C(C=C1)C(N1C(=CN(C=C1O)C1=CC=NC=C1)C)C=1C(=NN(C1O)C=1SC=C(N1)C1=CC(=CC=C1)Br)C